1-butyl-4,5,7,8-tetrahydropyrano[3,4-b]pyrazine-2,3-dione C(CCC)N1C2=C(NC(C1=O)=O)COCC2